3-(3-azabicyclo[3.1.0]hexan-3-yl)-4-((N,N-dimethylsulfamoyl)carbamoyl)-5-(trifluoromethyl)benzoic acid C12CN(CC2C1)C=1C=C(C(=O)O)C=C(C1C(NS(N(C)C)(=O)=O)=O)C(F)(F)F